C(CCC)OC(=O)N(C)CC1=C(SC(=C1)F)C1=CC=C(C(=N1)C)O[C@@H]1C[C@H](CCC1)C(=O)O (1S,3S)-3-((6-(3-(((Butoxycarbonyl)(methyl)amino)methyl)-5-fluorothiophen-2-yl)-2-methylpyridine-3-yl)oxy)cyclohexane-1-carboxylic acid